N[C@H]1CN(CC12CC2)C2=C(C=CC=1N(C(=NC12)C)C)NC(=O)C1=NN(C(C=C1)=O)C1=C(C=CC=C1F)F (R)-N-(4-(7-amino-5-azaspiro[2.4]heptan-5-yl)-1,2-dimethyl-1H-benzo[d]imidazol-5-yl)-1-(2,6-difluorophenyl)-6-oxo-1,6-dihydropyridazine-3-carboxamide